OB1OC(C2=C1C(=CC=C2)C(=O)NC2CN(CC2NC(=O)C2=CC=CC1=C2B(OC1(C)C)O)C(CCC(=O)N[C@@H](CCC(=O)O)C(=O)O)=O)(C)C (4-(3,4-bis(1-hydroxy-3,3-dimethyl-1,3-dihydrobenzo[c][1,2]oxaborole-7-carboxamido)pyrrolidin-1-yl)-4-oxobutanoyl)-L-glutamic acid